C1(CC1)CC=1N(C(=CC1C=1SC=C(N1)C(=O)O)C1=CC(=CC=C1)C=1N=CN(C1)C)CC1=CC(=C(C=C1)S(N)(=O)=O)F 2-(2-(cyclopropylmethyl)-1-(3-fluoro-4-sulfamoylbenzyl)-5-(3-(1-methyl-1H-imidazol-4-yl)phenyl)-1H-pyrrol-3-yl)thiazole-4-carboxylic acid